5-(2-(pyrrolidin-1-yl)ethyl)-1,3,4-thiadiazol-2-amine N1(CCCC1)CCC1=NN=C(S1)N